7,8-dihydropyrrolo[1,2-a]pyrimidin-4(6H)-one N1=C2N(C(C=C1)=O)CCC2